C(C)(=O)N1CCC2(C[C@H](C(N2)=O)C[C@H](C(=O)OC)NC(=O)OC(C)(C)C)CC1 Methyl (R)-3-((R)-8-acetyl-2-oxo-1,8-diazaspiro[4.5]decan-3-yl)-2-((tert-butoxycarbonyl)amino)propanoate